NC=1C(=NC(=CN1)Br)OCC1=CC(=NC(=C1)N(C(OC(C)(C)C)=O)C(=O)OC(C)(C)C)N(C(OC(C)(C)C)=O)C(=O)OC(C)(C)C di-tert-butyl (4-(((3-amino-6-bromopyrazin-2-yl)oxy)methyl)pyridine-2,6-diyl)bis((tert-butoxycarbonyl)carbamate)